((2S,5S)-5-(8-amino-1-(2,3-difluoro-4-phenoxyphenyl)imidazo[1,5-a]pyrazin-3-yl)tetrahydro-2H-pyran-2-yl)methanol NC=1C=2N(C=CN1)C(=NC2C2=C(C(=C(C=C2)OC2=CC=CC=C2)F)F)[C@@H]2CC[C@H](OC2)CO